4-hydroxy-2-pentenoic acid OC(C=CC(=O)O)C